methyl (R)-thiomorpholine-3-carboxylate N1[C@@H](CSCC1)C(=O)OC